1-(2-{[benzyl(trifluoromethyl)carbamoyl]amino}acetyl)-N-[(5-cyclopropyl-6-fluoropyridin-2-yl)(phenyl)methyl]-4-fluoropyrrolidine-2-carboxamide C(C1=CC=CC=C1)N(C(=O)NCC(=O)N1C(CC(C1)F)C(=O)NC(C1=CC=CC=C1)C1=NC(=C(C=C1)C1CC1)F)C(F)(F)F